4-amino-3-methyl-N-(3-methyltetrahydro-2H-pyran-4-yl)-N-((5-(trifluoromethyl)pyridin-2-yl)methyl)-1,3-dihydrofuro[3,4-c]quinoline-8-carboxamide NC1=NC=2C=CC(=CC2C2=C1C(OC2)C)C(=O)N(CC2=NC=C(C=C2)C(F)(F)F)C2C(COCC2)C